(4-tert-butoxycarbonylamino-cyclohexyl)-acetic acid C(C)(C)(C)OC(=O)NC1CCC(CC1)CC(=O)O